OC=1C=CC(=NC1)C1=CC(=CN1C)C(=O)OC methyl 5-(5-hydroxypyridin-2-yl)-1-methylpyrrole-3-carboxylate